C(C)(C)(C)C1=CC=C(C=C1)C1NC(NC(=C1C(=O)OCC)C)=O ethyl 4-(4-tert-butylphenyl)-6-methyl-2-oxo-1,2,3,4-tetrahydropyrimidine-5-carboxylate